ClC1=C(C=C2CCN(C2=C1)C1=NC=NC2=CC=C(C=C12)C=1C=C(C(=NC1)OC)NS(=O)(=O)C)F N-[5-[4-(6-chloro-5-fluoro-indolin-1-yl)quinazolin-6-yl]-2-methoxy-3-pyridyl]methanesulfonamide